6-(4-(2-oxa-6-azaspiro[3.3]heptane-6-carbonyl)phenyl)-7-((5-methoxy-7-methyl-1H-indol-4-yl)methyl)-7-azaspiro[3.5]nonane-2-carbonitrile C1OCC12CN(C2)C(=O)C2=CC=C(C=C2)C2CC1(CC(C1)C#N)CCN2CC2=C1C=CNC1=C(C=C2OC)C